ClC1=NC(=CC=C1C)Cl 2,6-dichloro-3-methylpyridin